4-(4-((((1-(((4-((1-(3-amino-5-(trifluoromethyl)phenyl)ethyl)amino)-7-methoxy-2-methylquinazolin-6-yl)oxy)methyl)cyclopropyl)methyl)(methyl)amino)methyl)piperidin-1-yl)benzene NC=1C=C(C=C(C1)C(F)(F)F)C(C)NC1=NC(=NC2=CC(=C(C=C12)OCC1(CC1)CN(C)CC1CCN(CC1)C1=CC=CC=C1)OC)C